C(C1=CC=CC=C1)C1=C(C(=C(C=C1)O)C)C benzyl-Dimethylphenol